1,2-Dimethyl-1,4-butanediamine CC(C(CCN)C)N